1-Propyl-1-methylpiperidinium C(CC)[N+]1(CCCCC1)C